[Na].[Bi].[La] lanthanum bismuth sodium